1-(4-((4-((2-fluoro-4-((2-((1-methyl-1H-pyrazol-4-yl)amino)pyridin-4-yl)oxy)phenyl)amino)-7-methoxyquinazolin-6-yl)amino)piperidin-1-yl)prop-2-en-1-one FC1=C(C=CC(=C1)OC1=CC(=NC=C1)NC=1C=NN(C1)C)NC1=NC=NC2=CC(=C(C=C12)NC1CCN(CC1)C(C=C)=O)OC